C(C)C=1C=C(C=CC1F)C1CCN(CC1)C(=O)C1CC2(C1)NC(OC2)=O (2s,4s)-2-(4-(3-ethyl-4-fluorophenyl)piperidine-1-carbonyl)-7-oxa-5-azaspiro[3.4]Octane-6-one